3,4-(Methylenedioxy)phenylisocyanat C1OC=2C=C(C=CC2O1)N=C=O